(4-(2-aminoethyl)-2,5-dimethoxyphenyl)(fluoromethyl)(imino)-λ6-sulfanone NCCC1=CC(=C(C=C1OC)S(=O)(=N)CF)OC